3-(morpholin-4-yl)propan-1-one N1(CCOCC1)CCC=O